NC1=C(C(=NN1C1CC(C1)(C)O)C1=CC=C2C=CC(=NC2=C1)C1=CC=CC=C1)C#N 5-amino-1-((1r,3r)-3-hydroxy-3-methylcyclobutyl)-3-(2-phenylquinolin-7-yl)-1H-pyrazole-4-carbonitrile